C(C)(C)(C)OC(NC1=NC(=CC(=N1)C(=O)N1CC2=CC=CC=C2C1)NC1=C(C=CC=C1)OC)=O (4-(Isoindoline-2-carbonyl)-6-((2-methoxyphenyl)amino)pyrimidin-2-yl)carbamic acid tert-butyl ester